N[C@H](C)C1=CC=C2C(=N1)N(C(=C2)C2=NC1=C(N2C)C=C(C(=C1)C(=O)N[C@H]1CN(CC[C@@H]1F)C(=O)OCC1=CC=CC=C1)F)CCCC=C benzyl (3S,4S)-3-[[2-[6-[(1R)-1-aminoethyl]-1-pent-4-enyl-pyrrolo[2,3-b]pyridin-2-yl]-6-fluoro-1-methyl-benzimidazole-5-carbonyl]amino]-4-fluoro-piperidine-1-carboxylate